C(#C)C=1SC=C(N1)NC(=O)NCC1=CC=C(C=C1)C1=NC(=CC=C1)N1CCCC1 1-(2-ethynyl-thiazol-4-yl)-3-(4-(6-(pyrrolidin-1-yl)pyridin-2-yl)benzyl)urea